ClCC1=C(C=C(C=C1)NC(=O)C=1C(=NN(C1)C1=CC=C(C=C1)C#N)C)OC(F)F N-[4-(chloromethyl)-3-(difluoromethoxy)phenyl]-1-(4-cyanophenyl)-3-methyl-1H-pyrazole-4-carboxamide